2-imino-7-methoxy-2H-chromen-3-thioamide N=C1OC2=CC(=CC=C2C=C1C(N)=S)OC